C(C1=CC=CC=C1)OC(=O)NC1CC(CCC1)C(=O)[O-] 3-(((benzyloxy)carbonyl)amino)cyclohexane-1-carboxylate